2-[[3-(thiiran-2-ylmethoxy)-2,2-bis(thiiran-2-ylmethoxymethyl)propoxy]methyl]thiirane S1C(C1)COCC(COCC1SC1)(COCC1SC1)COCC1SC1